C[C@@H]1CC[C@@]2(CC[C@@]3(C(=CC[C@H]4[C@]3(CC[C@@H]5[C@@]4(C[C@H]([C@H]([C@@]5(C)CO)O)O)C)C)[C@@H]2[C@H]1C)C)C(=O)O 2α,3α,23-trihydroxyurs-12-en-28-oic acid